2,3-dibromo-4-phenoxy-1-acryloyloxynaphthalene BrC1=C(C2=CC=CC=C2C(=C1Br)OC1=CC=CC=C1)OC(C=C)=O